N-((6-bromo-5-hydroxy-1H-indol-2-yl)methyl)-1-methylcyclopropane-1-carboxamide BrC1=C(C=C2C=C(NC2=C1)CNC(=O)C1(CC1)C)O